diisooctyl undecanedioate C(CCCCCCCCCC(=O)OCCCCCC(C)C)(=O)OCCCCCC(C)C